BrC1=CC=C(C=N1)C1(C(C=CC=C1)N)N 1-(6-bromopyridin-3-yl)benzene-1,2-diamine